NC1=C(C=2N(C=C1C(=O)N)C=CN2)C2=C(C(=CC=C2)O)C (M)-7-amino-8-(3-hydroxy-2-methylphenyl)imidazo[1,2-a]pyridine-6-carboxamide